5-amino-methylsulfanyl-1,2,4-triazole NC1=NC(=NN1)SC